FC=1C(=C(C(=C2C(=C(C(=C(C12)F)[B-](C1=C(C2=C(C(=C(C(=C2C(=C1F)F)F)F)F)F)F)(C1=C(C2=C(C(=C(C(=C2C(=C1F)F)F)F)F)F)F)C1=C(C2=C(C(=C(C(=C2C(=C1F)F)F)F)F)F)F)F)F)F)F)F.C[NH+](C1=CC=CC=C1)C N,N-dimethylanilinium tetrakis(heptafluoro-2-naphthyl)borate